N1NCCC2=CC=CC=C12 tetrahydro-1,2-naphthyridine